2-hydroxy-2-phenylpropionic acid OC(C(=O)O)(C)C1=CC=CC=C1